[13CH2](C#CCCCCC)O [1-13C]-oct-2-yn-1-ol